[Li+].C(C)N([Si](O)(O)O)C(CCCS(=O)(=O)[O-])CC(C)C N-Ethyl-N-trihydroxysilylisobutyl-aminobutyl-sulfonic acid lithium salt